N-[5-(4-benzyl-5-fluoro-1,2,4-triazol-3-yl)-4-fluoro-2-methylphenyl]pyrazolo[1,5-a]pyridine-3-carboxamide C(C1=CC=CC=C1)N1C(=NN=C1F)C=1C(=CC(=C(C1)NC(=O)C=1C=NN2C1C=CC=C2)C)F